5-(3-(1-(cyclopropylmethyl)-1H-pyrrol-3-yl)-2-fluoro-6-hydroxyphenyl)-1,2,5-thiadiazolidin-3-one 1,1-dioxide C1(CC1)CN1C=C(C=C1)C=1C(=C(C(=CC1)O)N1CC(NS1(=O)=O)=O)F